BrC=1C=CC(=C(C1)C(C)=O)OC(F)(F)F 1-(5-bromo-2-(trifluoromethoxy)phenyl)ethan-1-one